(trifluoromethyl)indazole-7-carboxamide FC(F)(F)C1=NNC2=C(C=CC=C12)C(=O)N